CC1=C(C=C(C2=CC=CC=C12)C)S(=O)(=O)O 1,4-dimethyl-2-naphthalenesulfonic acid